6,6a,7,8,9,10-hexahydro-5H-pyrazino[1,2-a][1,7]naphthyridine C1=NC=CC=2CCC3N(C12)CCNC3